N-(3-aminopropyl)-3-(6-(1-(2,2-difluorobenzo[d][1,3]dioxol-5-yl)cyclopropane-1-carboxamido)-3-methylpyridin-2-yl)benzamide NCCCNC(C1=CC(=CC=C1)C1=NC(=CC=C1C)NC(=O)C1(CC1)C1=CC2=C(OC(O2)(F)F)C=C1)=O